N-(1-(5-(6-(3-amino-3-methylbutan-1-yn-1-yl)-3-cyanopyrazolo[1,5-a]pyridin-4-yl)pyridin-2-yl)-4-methylpiperidin-4-yl)-3-chloromethyl-pyridin-amide NC(C#CC=1C=C(C=2N(C1)N=CC2C#N)C=2C=CC(=NC2)N2CCC(CC2)(C)NC(=O)C2=NC=CC=C2CCl)(C)C